pyrrolidine-3-ol N1CC(CC1)O